CSC1=CC=CC(=N1)C=O 6-(methylthio)picolinaldehyde